FC1=CC(=CC=2NC(=NC21)C=2NC=C(C2)C(C2=C(C=CC=C2)C(F)(F)F)=O)N2CCN(CC2)C(CNC(OC(C)(C)C)=O)=O tert-butyl (2-(4-(4-fluoro-2-(4-(2-(trifluoromethyl)benzoyl)-1H-pyrrol-2-yl)-1H-benzo[d]imidazol-6-yl)piperazin-1-yl)-2-oxoethyl)carbamate